NC=1C=C(C=CC1C=1COCC1C#N)CN(C(=O)C=1C=NC(=CC1)C(F)(F)F)C=1C(=NC=CC1)S(=O)(=O)C N-{[3-amino-4-(4-cyano-2,5-dihydrofuran-3-yl)phenyl]methyl}-N-(2-methanesulfonylpyridin-3-yl)-6-(trifluoromethyl)pyridine-3-carboxamide